2,4-dihydroxy-5-isopropyl-N-methyl-N-(2-methylquinolin-4-yl)benzamide OC1=C(C(=O)N(C2=CC(=NC3=CC=CC=C23)C)C)C=C(C(=C1)O)C(C)C